CC1=C(C=C(C=C1)NC(=O)N1C[C@@H](CC1)CC(F)(F)F)C1=CC(=NC(=C1)N1CCOCC1)N[C@@H](C(=O)NC)C (S)-N-(4-methyl-3-(2-(((R)-1-(methylamino)-1-oxopropan-2-yl)amino)-6-morpholinopyridin-4-yl)phenyl)-3-(2,2,2-trifluoroethyl)pyrrolidine-1-carboxamide